1-allyl-5-vinyl-pyridinium C(C=C)[N+]1=CC=CC(=C1)C=C